4-chloro-3-(1,1-difluoro-2-((1R,3s,5S)-3-hydroxy-8-azabicyclo[3.2.1]octan-8-yl)-2-oxoethyl)-N-(4-fluoro-3-methylphenyl)benzamide ClC1=C(C=C(C(=O)NC2=CC(=C(C=C2)F)C)C=C1)C(C(=O)N1[C@H]2CC(C[C@@H]1CC2)O)(F)F